(E)-N-(2-butoxyphenyl)-3-(4-(pent-4-yn-1-yloxy)phenyl)acrylamide C(CCC)OC1=C(C=CC=C1)NC(\C=C\C1=CC=C(C=C1)OCCCC#C)=O